2-fluoro-4-methoxy-6-(4-(pyridazin-3-ylmethyl)piperazin-1-yl)benzonitrile FC1=C(C#N)C(=CC(=C1)OC)N1CCN(CC1)CC=1N=NC=CC1